C(C(=O)O)(=O)O.FC1=C2C(=CNC2=CC=C1F)CCN(C(C)C)C(C)C N-(2-(4,5-difluoro-1H-indol-3-yl)ethyl)-N-isopropylpropan-2-amine oxalate